NC1=NC=CC2=CC=C(C=C12)C=1C=C2C(=NN(C2=CC1)C1CCC1)COC1=C(C(=CC=C1)C)CC(=O)O 2-(2-((5-(1-aminoisoquinolin-7-yl)-1-cyclobutyl-1H-indazol-3-yl)methoxy)-6-methylphenyl)acetic acid